8-((2S,5R)-4-(4-(4-fluorophenyl)thiazol-2-yl)-2,5-dimethylpiperazin-1-yl)-5-methyl-6-oxo-5,6-dihydro-1,5-naphthyridine-2-carbonitrile FC1=CC=C(C=C1)C=1N=C(SC1)N1C[C@@H](N(C[C@H]1C)C1=CC(N(C=2C=CC(=NC12)C#N)C)=O)C